FC=1C=C(C(N(C1)C)=O)[C@@H]1N(CCC1)C1=NC=2N(C=C1)N=CC2C(=O)N[C@H](CO)C(C)(C)C 5-((R)-2-(5-fluoro-1-methyl-2-oxo-1,2-dihydropyridin-3-yl)pyrrolidin-1-yl)-N-((S)-1-hydroxy-3,3-dimethylbutan-2-yl)pyrazolo[1,5-a]pyrimidine-3-carboxamide